BrC1=CC(=C2N=C(C(NC2=C1)=O)C)OC1=CC=C(C=C1)F 7-Bromo-5-(4-fluorophenoxy)-3-methylquinoxalin-2(1H)-one